C1(CC1)C1=C(C=C(C=C1)C(=O)OC)S(=O)(=O)NC1=C(C=CC(=C1)C(F)(F)F)C1CN(CCC1)C(=O)OC(C)(C)C tert-butyl 3-(2-(2-cyclopropyl-5-(methoxycarbonyl)phenylsulfonamido)-4-(trifluoromethyl)phenyl)piperidine-1-carboxylate